menthyl salicylate (MENTHYL SALICYLATE) C1(CC(C(CC1)C(C)C)OC=1C(C(=O)O)=CC=CC1)C.C(C=1C(O)=CC=CC1)(=O)OC1CC(CCC1C(C)C)C